crotonat C(\C=C\C)(=O)[O-]